C1(CCC1)C1=CC(=C(C=C1F)N1C(C=CC2=CC(=CC=C12)S(=O)(=O)NC1=NOC=C1)=O)OC (P)-1-(4-cyclobutyl-5-fluoro-2-methoxyphenyl)-N-(isoxazol-3-yl)-2-oxo-1,2-dihydroquinoline-6-sulphonamide